1,2-distearoyl-sn-glycero-3-phospho-ethanolamine sodium [Na].C(CCCCCCCCCCCCCCCCC)(=O)OC[C@@H](OC(CCCCCCCCCCCCCCCCC)=O)COP(=O)(O)OCCN